tert-butyl (3R)-3-(6-hydroxy-4-oxo-quinazolin-3-yl)-8-azaspiro[4.5]decane-8-carboxylate OC=1C=C2C(N(C=NC2=CC1)[C@@H]1CCC2(C1)CCN(CC2)C(=O)OC(C)(C)C)=O